FC1=C(C(=C(C=C1OC)OC)F)C1=CC2=C(N=C(N=C2)N[C@H]2[C@H](COC2)NC(C=C)=O)C(=N1)NCC N-((3R,4S)-4-((6-(2,6-difluoro-3,5-dimethoxyphenyl)-8-(ethylamino)pyrido[3,4-d]pyrimidin-2-yl)amino)tetra-hydrofuran-3-yl)acrylamide